3-tert-butyl-1-[(2S)-2-methyl-3-oxo-4-{[3-(trifluoromethyl)phenyl]methyl}-2H-1,4-benzoxazin-7-yl]urea C(C)(C)(C)NC(NC1=CC2=C(N(C([C@@H](O2)C)=O)CC2=CC(=CC=C2)C(F)(F)F)C=C1)=O